3-(1-(4-cyano-3-trifluoromethylphenyl)-1H-pyrazol-3-yl)acrylic acid C(#N)C1=C(C=C(C=C1)N1N=C(C=C1)C=CC(=O)O)C(F)(F)F